3-{4-[(6,7-dimethoxy-4-quinazolinyl)oxy]bicyclo[2.2.2]oct-1-yl}-1-[3-(trifluoromethyl)phenyl]-2,4-imidazolidinedione COC=1C=C2C(=NC=NC2=CC1OC)OC12CCC(CC1)(CC2)N2C(N(CC2=O)C2=CC(=CC=C2)C(F)(F)F)=O